2-(6-chloro-1-((R)-2-methylazetidin-1-yl)-2,7-naphthyridin-4-yl)propan-1-ol ClC=1C=C2C(=CN=C(C2=CN1)N1[C@@H](CC1)C)C(CO)C